C(#N)C1=C(N(N=C1)C(C)C)NC(OCCCC)=O Butyl N-(4-cyano-2-isopropyl-pyrazol-3-yl)carbamate